NC=1C=C(COCCO)C=CC1 2-((3-aminobenzyl)oxy)ethanol